tert-butyl 3-(2-tert-butylsulfonyl-5-oxopyrimido[5,4-c]quinolin-6(5H)-yl)propanoate C(C)(C)(C)S(=O)(=O)C=1N=CC=2C(N(C=3C=CC=CC3C2N1)CCC(=O)OC(C)(C)C)=O